C(C)(C)(C)OC(N[C@H](C(=O)NCC1=C(C(=CC=C1)Cl)F)CCCC)=O (S)-(1-((3-chloro-2-fluorophenylmethyl)amino)-1-oxohex-2-yl)carbamic acid tert-butyl ester